C(C)SC=1OC2=C(C=C(C=C2C(C1C)=O)C(F)(F)F)[C@@H](C)N[S@](=O)C(C)(C)C (R)-N-[(1R)-1-[2-Ethylsulfanyl-3-methyl-4-oxo-6-(trifluoromethyl)chromen-8-yl]ethyl]-2-methyl-propane-2-sulfinamide